C(C1=CC=CC=C1)OC1=C(C(=NC(=C1)Cl)C)C1=NC(=NO1)C 5-(4-benzyloxy-6-chloro-2-methyl-3-pyridyl)-3-methyl-1,2,4-oxadiazole